3-nitro-6,7,8,9-tetrahydro-5H-5,8-methanocyclohepta[b]pyridine [N+](=O)([O-])C=1C=C2C(=NC1)CC1CCC2C1